(S)-N-(5-(6-(4-(chloromethyl)benzyl)-2,6-diazaspiro[3.3]heptan-2-yl)pyridin-2-yl)-5-fluoro-4-(4-methyl-5,6,7,8-tetrahydro-4H-pyrazolo[1,5-a]azepin-3-yl)pyrimidin-2-amine ClCC1=CC=C(CN2CC3(CN(C3)C=3C=CC(=NC3)NC3=NC=C(C(=N3)C=3C=NN4C3[C@H](CCCC4)C)F)C2)C=C1